OC(=O)C(F)(F)F.N1CCC(CC1)N1N=C(C=C1)NC1C(NC(CC1)=O)=O 3-[[1-(4-piperidyl)pyrazol-3-yl]amino]piperidine-2,6-dione TFA salt